ClC=1C(=C(SC1)NC(CC1=C2C=CN=CC2=CC=C1)=O)C(=O)N chloro-2-(2-(isoquinolin-5-yl)acetamido)thiophene-3-carboxamide